ClC1=CC(=C(C=C1)C1=NC(=CN2C1=NC(=C(C2=O)C)C)[C@H]2C[C@H](O[C@H](C2)C)C=2C=NN(C2)C2CC2)F 9-(4-chloro-2-fluoro-phenyl)-7-[(2S,4R,6S)-2-(1-cyclopropylpyrazol-4-yl)-6-methyl-tetrahydropyran-4-yl]-2,3-dimethyl-pyrazino[1,2-a]pyrimidin-4-one